Cl.C(C)OC[C@@]1(CN(CC1)C(C)C=1C=CC(=NC1)C)CCC1=CC=CC=C1 5-(1-((S)-3-(ethoxymethyl)-3-phenethylpyrrolidin-1-yl)ethyl)-2-methylpyridine HCl